N-vinyl-pyrrolidone-gluconic acid O=C([C@H](O)[C@@H](O)[C@H](O)[C@H](O)CO)O.C(=C)N1C(CCC1)=O